CN1CCN(CC1)S(=O)(=O)C1=CC=C(C=C1)B(O)O (4-((4-methylpiperazin-1-yl)sulfonyl)phenyl)boronic acid